N-(5-(3-(3-(ethylamino)pyrrolidin-1-yl)-5-(trifluoromethyl)benzamido)-2-methylphenyl)-5-methylisoxazole-3-Carboxamide C(C)NC1CN(CC1)C=1C=C(C(=O)NC=2C=CC(=C(C2)NC(=O)C2=NOC(=C2)C)C)C=C(C1)C(F)(F)F